(S)-N-(3,4-difluoro-2-((2-fluoro-4-iodophenyl)amino)-6-methoxyphenyl)-1-(2,3-dihydroxypropyl)cyclopropane-1-sulfonamide FC=1C(=C(C(=CC1F)OC)NS(=O)(=O)C1(CC1)C[C@@H](CO)O)NC1=C(C=C(C=C1)I)F